phthalazine-1,7-diamine C1(=NN=CC2=CC=C(C=C12)N)N